CN1CCN(CCN(CC1)C)C.[Mn] manganese 1,4,7-trimethyl-1,4,7-triazacyclononane